tert-butyl 4-(5-(8-methyl-[1,2,4]triazolo[1,5-a]pyridin-6-yl)-1-((2-(trimethylsilyl)ethoxy)methyl)-4-vinyl-1H-pyrazole-3-carboxamido)piperidine-1-carboxylate CC=1C=2N(C=C(C1)C1=C(C(=NN1COCC[Si](C)(C)C)C(=O)NC1CCN(CC1)C(=O)OC(C)(C)C)C=C)N=CN2